isononyl Isononanoate C(CCCCCC(C)C)(=O)OCCCCCCC(C)C